2-(tributylstannyl)-3-(trifluoromethyl)pyrazine C(CCC)[Sn](C1=NC=CN=C1C(F)(F)F)(CCCC)CCCC